6-methyl-pyrrolo[2,3-b]pyridine CC1=CC=C2C(=N1)NC=C2